(R)-2-Allyl-1-(7-ethyl-7-hydroxy-6,7-dihydro-5H-cyclopenta[b]pyridin-2-yl)-6-((4-(4-methylpiperazin-1-yl)phenyl)amino)-1,2-dihydro-3H-pyrazolo[3,4-d]pyrimidin-3-one C(C=C)N1N(C2=NC(=NC=C2C1=O)NC1=CC=C(C=C1)N1CCN(CC1)C)C1=CC=C2C(=N1)[C@@](CC2)(O)CC